7-((cis)-4-(3-aminopiperidin-1-yl)cyclohexyl)-5-(4-phenoxyphenyl)-7H-pyrrolo[2,3-d]pyrimidin-4-amine NC1CN(CCC1)[C@H]1CC[C@H](CC1)N1C=C(C2=C1N=CN=C2N)C2=CC=C(C=C2)OC2=CC=CC=C2